3-((2S)-3-(8-(5-bromo-2-(2-(pyrrolidin-1-yl)ethoxy)phenylsulfonyl)-1-oxa-8-azaspiro[4.5]decan-3-ylamino)-2-hydroxypropoxy)-N-methylbenzenesulfonamide BrC=1C=CC(=C(C1)S(=O)(=O)N1CCC2(CC(CO2)NC[C@@H](COC=2C=C(C=CC2)S(=O)(=O)NC)O)CC1)OCCN1CCCC1